5-amino-3-(2-(4-(2-fluoro-4-(1-oxidothio-morpholino)phenyl)piperazin-1-yl)ethyl)-8-(furan-2-yl)thiazolo[5,4-e][1,2,4]triazolo[1,5-c]pyrimidin-2(3H)-one NC1=NC2=C(C=3N1N=C(N3)C=3OC=CC3)SC(N2CCN2CCN(CC2)C2=C(C=C(C=C2)N2CCS(CC2)=O)F)=O